O=C1NC(CCC1N1C(C2=CC=C(C(=C2C1)F)C(=O)N[C@@H](CC(F)(F)F)C1=CC(=CC=C1)F)=O)=O 2-(2,6-dioxopiperidin-3-yl)-4-fluoro-1-oxo-N-((S)-3,3,3-trifluoro-1-(3-fluorophenyl)propyl)isoindoline-5-carboxamide